N-(2-methoxy-4-methyl-benzyl)-N'-(2-(pyridin-2-yl)ethyl)oxalamide COC1=C(CNC(C(=O)NCCC2=NC=CC=C2)=O)C=CC(=C1)C